FC(CCC[N-]CC)(F)F (2,2,2-trifluoroethyl)N,N-diethylamide